N-(4-(3-((tert-butyldimethylsilyl)oxy)azetidine-1-carbonyl)-3-cyanophenyl)-4-cyclopropyl-3-phenylisothiazole-5-carboxamide [Si](C)(C)(C(C)(C)C)OC1CN(C1)C(=O)C1=C(C=C(C=C1)NC(=O)C1=C(C(=NS1)C1=CC=CC=C1)C1CC1)C#N